diphenyl isophthalate (diphenyl isophthalate) C1(=CC=CC=C1)C1=CC(=C(C=C1C(=O)O)C(=O)O)C1=CC=CC=C1.C(C1=CC(C(=O)OC2=CC=CC=C2)=CC=C1)(=O)OC1=CC=CC=C1